aminomethyl-2-thio-uridine NC[C@@]1([C@H](O)[C@H](O)[C@@H](CO)O1)N1C(=S)NC(=O)C=C1